C(C1=CC=CC=C1)OC(=O)N[C@H](C(=O)OC)C[C@H](CC1=CC=CC=C1)NC(=O)OC(C)(C)C Methyl (2S,4S)-2-{[(benzyloxy)carbonyl]amino}-4-[(tert-butoxycarbonyl)amino]-5-phenylpentanoate